methyl 1-[[2-fluoro-4-[5-(trifluoromethyl)-1,2,4-oxadiazol-3-yl]phenyl]methyl]-1,2,4-triazole-3-carboxylate FC1=C(C=CC(=C1)C1=NOC(=N1)C(F)(F)F)CN1N=C(N=C1)C(=O)OC